Cl.FC1=CC2=C(C(=NO2)C2=C(C=CC=C2)[C@H](CC2=NC(=CC=C2C)S(=O)(=O)C)N)C=C1 (S)-1-[2-(6-Fluorobenzo[d]isoxazol-3-yl)phenyl]-2-(3-methyl-6-methylsulfonylpyridin-2-yl)ethan-1-amine hydrochloride